COC(NC1=CC=C2C3=CNC([C@H](CCCCCNC(C2=C1)=O)NC(\C=C\C1=C(C=CC(=C1)Cl)N1N=NN=C1)=O)=N3)=O {(S)-15-[(E)-3-(5-Chloro-2-tetrazol-1-yl-phenyl)-acryloylamino]-8-oxo-9,17,19-triaza-tricyclo[14.2.1.02,7]nonadeca-1(18),2,4,6,16(19)-pentaen-5-yl}-carbamic Acid methyl ester